COC1=C(C=C(C=C1)NCCO)N 1-methoxy-2-amino-4-[(beta-hydroxyethyl)amino]-benzene